CC1=C(C2=C(N=CN=C2NC2(CC2)C)O1)C(=O)NCC1=NC(=NO1)C 6-methyl-N-[(3-methyl-1,2,4-oxadiazol-5-yl)methyl]-4-[(1-methylcyclopropyl)amino]furo[2,3-d]pyrimidine-5-carboxamide